(R)-1-(6-methylpyridin-3-yl)ethyl (4-nitrophenyl) carbonate C(O[C@H](C)C=1C=NC(=CC1)C)(OC1=CC=C(C=C1)[N+](=O)[O-])=O